N-(bicyclo[3.1.0]hexan-3-yl)-7-(8-ethylnaphthalen-1-yl)-2-((tetrahydro-1H-pyrrolizin-7a(5H)-yl)methoxy)-5,6,7,8-tetrahydropyrido[3,4-d]pyrimidin-4-amine C12CC(CC2C1)NC=1C2=C(N=C(N1)OCC13CCCN3CCC1)CN(CC2)C2=CC=CC1=CC=CC(=C21)CC